C1(=CC=CC2=CC(=CC=C12)O)O 1,6-Naphthalenediol